3-bromo-2-(6-(trifluoromethyl)pyridin-2-yl)-5,6-dihydro-4H-pyrrolo[1,2-b]pyrazole BrC1=C2N(N=C1C1=NC(=CC=C1)C(F)(F)F)CCC2